OC1C(CC12CCN(CC2)C(CCOC)=O)C2N1C(C=3C=CC=CC23)=CN=C1 1-[3-hydroxy-2-(5H-imidazo[1,5-b]isoindol-5-yl)-7-azaspiro[3.5]nonan-7-yl]-3-methoxy-propan-1-one